2'-chloro-5'-methoxy-6-methyl-N-{5-[(2-methylpropyl)amino]-[1,3]thiazolo[5,4-d]pyrimidin-2-yl}-[4,4'-bipyridine]-3-carboxamide ClC1=NC=C(C(=C1)C1=C(C=NC(=C1)C)C(=O)NC=1SC=2N=C(N=CC2N1)NCC(C)C)OC